CC=1C(=NC(=NC1C)NC1=CC=C(C=C1)OC)NC1=CC(=CC=C1)S(NC(C)(C)C)(=O)=O 5,6-Dimethyl-N4-(3-[N-(1,1-dimethylethyl)sulfamoyl]phenyl)-N2-(4-methoxyphenyl)pyrimidine-2,4-diamine